2-methyl-7-(1,2,3,4-tetrahydroisoquinolin-5-yl)-[1,2,4]triazolo[4,3-a]pyridin-3-one, hydrochloride Cl.CN1N=C2N(C=CC(=C2)C2=C3CCNCC3=CC=C2)C1=O